ClC=1C=CC2=C(N=C(O2)C2CC3(CC(C3)NC(=O)C3=CC(=NC=C3)C=3SC=CN3)C2)C1 N-[6-(5-chloro-1,3-benzoxazol-2-yl)spiro[3.3]heptan-2-yl]-2-thiazol-2-yl-pyridine-4-carboxamide